3-(5-methyl-1-(2,2,3,3,3-pentafluoropropyl)-1,2,5,6-tetrahydropyridin-3-yl)-1H-pyrrolo[2,3-b]pyridine CC1C=C(CN(C1)CC(C(F)(F)F)(F)F)C1=CNC2=NC=CC=C21